5-bromo-3-chloro-2-fluoro-pyridine BrC=1C=C(C(=NC1)F)Cl